ClC1=CC(=C(C=C1)C1=NC(=NC2=NC(=C(N=C12)C)C)[C@@H]1C[C@@H](OCC1)C=1C=NC(=NC1)C)F 4-(4-chloro-2-fluorophenyl)-6,7-dimethyl-2-((2r,4s)-2-(2-methyl-5-pyrimidinyl)tetrahydro-2H-pyran-4-yl)pteridine